BrC1=CC(=C(C(=C1)F)N1N=CC(=C1)CC(=O)O)F 2-[1-(4-bromo-2,6-difluoro-phenyl)pyrazol-4-yl]Acetic acid